FC(C1(CCNCC1)O)F 4-Difluoromethyl-4-hydroxy-piperidin